2-azaspiro[3.5]nonan-7-ol hydrochloride Cl.C1NCC12CCC(CC2)O